8-(4-chloro-2-ethoxyphenyl)-7,8-dihydro-[1,3]dioxolo[4,5-g]quinolin-6(5H)-one ClC1=CC(=C(C=C1)C1CC(NC=2C=C3C(=CC12)OCO3)=O)OCC